C(=O)(OC(C)(C)C)N1N=CC(=C1)C1=NC=CC(=N1)N 2-(1-Boc-1H-pyrazol-4-yl)-4-aminopyrimidine